3-amino-4,4-dimethylpentanoic acid NC(CC(=O)O)C(C)(C)C